CC1=C(C(=O)NC2(CC2)C2=C3C=CC=NC3=CC(=C2)N2CCCC2)C=C(C=C1)OCC1N(CC1)C 2-Methyl-5-((1-methylazetidin-2-yl)methoxy)-N-(1-(7-(pyrrolidin-1-yl)quinolin-5-yl)cyclopropyl)benzamide